5-((5-fluoro-2-methyl-4-(4-methylpiperidin-1-yl)phenyl)amino)-1,3-dimethyl-1,3-dihydro-2H-benzo[d]imidazol-2-one FC=1C(=CC(=C(C1)NC1=CC2=C(N(C(N2C)=O)C)C=C1)C)N1CCC(CC1)C